ethoxybis(2,6-di-tert-butylphenoxy)aluminum C(C)O[Al](OC1=C(C=CC=C1C(C)(C)C)C(C)(C)C)OC1=C(C=CC=C1C(C)(C)C)C(C)(C)C